C1(CC1)C1=NOC(=N1)CN1[C@@H](CCN2C1=NC(=C(C2=O)F)N2[C@@H](COCC2)C)C(F)(F)F (S)-9-(3-Cyclopropyl-[1,2,4]oxadiazol-5-yl-methyl)-3-fluoro-2-((R)-3-methyl-morpholin-4-yl)-8-trifluoromethyl-6,7,8,9-tetrahydro-pyrimido[1,2-a]-pyrimidin-4-one